O=C1NC(CCC1N1C(C2=CC=C(C=C2C1=O)N1CC2(CCC1)CCN(CC2)C2CCNCC2)=O)=O 2-(2,6-dioxopiperidin-3-yl)-5-(9-(piperidin-4-yl)-2,9-diazaspiro[5.5]undecane-2-yl)isoindoline-1,3-dione